BrC1=CC2=C(N=C(O2)C[C@@H](C(=O)O)NC(=O)OC(C)(C)C)C=C1 (2S)-3-(6-bromo-1,3-benzoxazol-2-yl)-2-{[(tert-butoxy)carbonyl]amino}propanoic acid